5-(difluoromethyl)-1-(pyridin-4-yl)-1H-pyrazole-4-carboxylic acid FC(C1=C(C=NN1C1=CC=NC=C1)C(=O)O)F